4-[3-(4-Fluorophenyl)-3-oxoprop-1-enyl]benzoic acid FC1=CC=C(C=C1)C(C=CC1=CC=C(C(=O)O)C=C1)=O